FC=1C=C(CN(C(=O)C2CCN(CC2)C2=NC=C(C=N2)F)O)C=C(C1)F N-(3,5-difluorobenzyl)-1-(5-fluoropyrimidin-2-yl)-N-hydroxypiperidine-4-carboxamide